N-(6-(4-(3-amino-3-oxopropyl)piperazin-1-yl)-2,2-dimethyl-2,3-dihydrobenzofuran-5-yl)pyrazolo[1,5-a]pyrimidine-3-carboxamide NC(CCN1CCN(CC1)C1=CC2=C(CC(O2)(C)C)C=C1NC(=O)C=1C=NN2C1N=CC=C2)=O